3-sulfopropyl methacrylate, sodium salt [Na+].C(C(=C)C)(=O)OCCCS(=O)(=O)[O-]